C(C=C)(=O)N1N(CCCN1)C(C=C)=O diacryloyl-hexahydrotriazine